FC=1C=C(C=CC1C)CC#N 2-(3-fluoro-4-methylphenyl)acetonitrile